N-(3-((7-(benzyloxy)-4-((1-cyclohexylpiperidin-4-yl)amino)-6-methoxyquinazolin-2-yl)amino)propyl)-2-chloroacetamide C(C1=CC=CC=C1)OC1=C(C=C2C(=NC(=NC2=C1)NCCCNC(CCl)=O)NC1CCN(CC1)C1CCCCC1)OC